ClC1=C(C=CC=2N1N=CC2S(=O)(=O)O)OC(F)F 7-chloro-6-(difluoromethoxy)pyrazolo[1,5-a]pyridine-3-sulfonic acid